ClC=1C=C(C=C(C1)NS(=O)(=O)C)NC(=O)C=1SC(=C(C1)C1=NC=C(C=C1OCC=1C=NC=C(C1)F)F)C1CC1 N-(3-chloro-5-methanesulfonamidophenyl)-5-cyclopropyl-4-{5-fluoro-3-[(5-fluoropyridin-3-yl)methoxy]pyridin-2-yl}thiophene-2-carboxamide